C(C1=CC=CC=C1)OC1=C(C=CC2=CC=CC=C12)C1=NNC(=C1)C=1OC=CC1 3-(1-(benzyloxy)naphthalen-2-yl)-5-(furan-2-yl)-1H-pyrazole